(S)-(4-(4-(difluoromethyl)pyrazolo[1,5-a]pyridin-2-yl)-6,7-dihydro-1H-imidazo[4,5-c]pyridin-5(4H)-yl)(5-(1,5-dimethyl-1H-pyrazol-3-yl)-1,3,4-oxadiazol-2-yl)methanone FC(C=1C=2N(C=CC1)N=C(C2)[C@H]2N(CCC1=C2N=CN1)C(=O)C=1OC(=NN1)C1=NN(C(=C1)C)C)F